C(C1=CC=CC=C1)O[C@@H]1C(C[C@H]([C@@H]1OCC1=CC=CC=C1)N1C=CC2=C1N=CN=C2Cl)(CO)CO ((2r,3s,4r)-2,3-bis(benzyloxy)-4-(4-chloro-7H-pyrrolo[2,3-d]pyrimidin-7-yl)cyclopentane-1,1-diyl)dimethanol